CC1(COC2=C1C(=CC=C2)OC2=CC=C(C=N2)N2C(NC=1C2=NN(C1)C)=O)C 6-[6-[(3,3-dimethyl-2H-benzofuran-4-yl)oxy]-3-pyridinyl]-2-methyl-4H-imidazo[4,5-c]pyrazol-5-one